COC1=C(OCC2OC2)C=CC=C1 2-[(2-methoxyphenoxy)methyl]oxirane